1-[(1S,4aR,5E,8aS)-5-(methoxymethylene)-1-methyl-1,3,4,4a,6,7,8,8a-octahydroisoquinolin-2-yl]-2-(3,5-dichloro-1-methyl-indazol-4-yl)ethanone CO\C=C/1\[C@@H]2CCN([C@H]([C@H]2CCC1)C)C(CC1=C2C(=NN(C2=CC=C1Cl)C)Cl)=O